ClC=1CN(C(=CC1OC1=C(C=C(C=C1F)F)F)C)C1=CC(=NC=C1C)N1CC(=CC=C1)C(C)(C)O 3''-chloro-4''-((2,4,6-trifluorophenyl)oxy)-3-(2-hydroxypropane-2-yl)-5',6''-dimethyl-2H,2''H-[1,2':4',1''-terpyridine]